1-(1-methyl-1H-pyrazol-5-yl)azetidin-3-ol CN1N=CC=C1N1CC(C1)O